1-(2-((4-(6-(aziridin-1-yl)-1H-indazol-4-yl)-1H-1,2,3-triazol-1-yl)methyl)imidazo[1,2-a]pyridin-6-yl)-N-(cyclobutylmethyl)methanamine N1(CC1)C1=CC(=C2C=NNC2=C1)C=1N=NN(C1)CC=1N=C2N(C=C(C=C2)CNCC2CCC2)C1